FC1=C(C=CC(=C1)F)C1=NC(=NC=2NC(C(NC12)C)C)C1CC(OCC1)C=1C=CC=2N(C1)C=CN2 4-(2,4-difluorophenyl)-2-(2-imidazo[1,2-a]pyridin-6-yltetrahydropyran-4-yl)-6,7-dimethyl-5,6,7,8-tetrahydropteridine